C(CCCC)C=1C=CC(=NC1)C(=O)NC1=CC(=CC=C1)S(N)(=O)=O 5-pentyl-N-(3-sulfamoylphenyl)picolinamide